6'-(piperidine-1-carbonyl)-2',3'-dihydrospiro[cyclohexane-1,1'-indene]-4-carboxylic acid methyl ester COC(=O)C1CCC2(CCC3=CC=C(C=C23)C(=O)N2CCCCC2)CC1